6'-(2-acryloylphenyl)-2'-(3-fluoro-4-(trifluoromethyl)benzyl)-1'-oxo-1',4'-dihydro-2'H-spiro[cyclopentane-1,3'-isoquinoline]-4'-carboxylic acid C(C=C)(=O)C1=C(C=CC=C1)C=1C=C2C(C3(N(C(C2=CC1)=O)CC1=CC(=C(C=C1)C(F)(F)F)F)CCCC3)C(=O)O